[NH2+]1CCCCCCC1 azocanium